2-chloro-1-(2-fluoro-11-hydroxy-10,11-dihydro-5H-dibenzo[b,e][1,4]diazepin-5-yl)ethan-1-one ClCC(=O)N1C2=C(NC(C3=C1C=CC(=C3)F)O)C=CC=C2